NC=1C=2N(C=CN1)C(=CN2)C(C2=C(C=NC(=C2)C2=CC(=C(C=C2)F)F)N2CC(CCC2)(C2=NC=CC=C2)NC(OC)=O)O methyl (1-(4-((8-aminoimidazo[1,2-a]pyrazin-3-yl)(hydroxy)methyl)-6-(3,4-difluorophenyl)pyridin-3-yl)-3-(pyridin-2-yl)piperidin-3-yl)carbamate